C(#N)[C@@H](CC1=CC=C(C=C1)C=1C=CC2=C(N(C(O2)=O)C)C1)NC(=O)[C@H]1OCCCNC1 (2S)-N-{(1R)-1-cyano-2-[4-(3-methyl-2-oxo-2,3-dihydro-1,3-benzoxazol-5-yl)phenyl]ethyl}-1,4-oxaazepan-2-carboxamide